3-[3-[(6-chloropyridin-3-yl)methyl]imidazo[4,5-b]pyridin-2-yl]-4-methyl-1,2,5-oxadiazole ClC1=CC=C(C=N1)CN1C(=NC=2C1=NC=CC2)C2=NON=C2C